COCCOC(=C(OCCOC)OCCOC)[SiH3] tri(β-methoxyethoxy)vinylsilane